[1,3,5]triazino[2,1-b][1,3]benzoxazole N=1C=NCN2C1OC1=C2C=CC=C1